5-[[8-(benzylamino)-3-isopropyl-[1,2,4]triazolo[4,3-b]pyridazin-6-yl]amino]pentan-1-ol C(C1=CC=CC=C1)NC=1C=2N(N=C(C1)NCCCCCO)C(=NN2)C(C)C